[Be].[Cm] curium-beryllium